4-ethylsulfonyloxymethyl-2,2-dioxo-1,3,2-dioxathiolane C(C)S(=O)(=O)OCC1OS(OC1)(=O)=O